3-(((1-(3-((1-(4-chloro-2-methoxyphenyl)-2-(6'-methoxyspiro[cyclopropane-1,3'-indolin]-1'-yl)-2-oxoethyl)amino)-5-methoxyphenyl)ethylidene)amino)oxy)propanoic acid ClC1=CC(=C(C=C1)C(C(=O)N1CC2(C3=CC=C(C=C13)OC)CC2)NC=2C=C(C=C(C2)OC)C(C)=NOCCC(=O)O)OC